(S)-Benzyl 2-(((benzyloxy)carbonyl)amino)-4-(6-(2-(5,6,7,8-tetrahydro-1,8-naphthyridin-2-yl)ethyl)-2-azaspiro[3.3]heptan-2-yl)butanoate C(C1=CC=CC=C1)OC(=O)N[C@H](C(=O)OCC1=CC=CC=C1)CCN1CC2(C1)CC(C2)CCC2=NC=1NCCCC1C=C2